ClC=1C=C(C=C(C1)F)B(O)O (3-chloro-5-fluorophenyl)boronic acid